1,N1,N3,N3-tetrakis(3-(trimethoxysilyl)propyl)propan-1,3-diamine CO[Si](CCCC(CCN(CCC[Si](OC)(OC)OC)CCC[Si](OC)(OC)OC)NCCC[Si](OC)(OC)OC)(OC)OC